C(C)NC(=O)NC1=NC=NC(=C1F)CO 1-ethyl-3-(5-fluoro-6-(hydroxymethyl)pyrimidin-4-yl)urea